N1C(=NC2=C1C=CC=C2)C=2C=C(C=CC2)NC(C2=CC(=C(C=C2)O[C@@H](C)C2=CC=CC=C2)OC)=O N-[3-(1H-1,3-benzodiazol-2-yl)phenyl]-3-methoxy-4-[(1S)-1-phenylethoxy]benzamide